((2-(((1R*,3R*)-3-(2-((4,4-Difluorocyclohexyl)amino)ethyl)cyclohexyl)oxy)-6-methylpyridin-3-yl)sulfonyl)-L-proline hydrochloride Cl.FC1(CCC(CC1)NCC[C@@H]1C[C@@H](CCC1)OC1=NC(=CC=C1S(=O)(=O)N1[C@@H](CCC1)C(=O)O)C)F |o1:11,13|